tert-butyl 5H-spiro[furo[3,4-d]pyrimidine-7,3'-piperidine]-1'-carboxylate N1(CC2(CCC1)OCC1=C2N=CN=C1)C(=O)OC(C)(C)C